pinacol chlorophenylboronate ClC1=C(C=CC=C1)B(O)O.OC(C)(C)C(C)(C)O